C(CCCNCC(CNC(OC(C)(C)C)=O)(F)F)NCC(CNC(OC(C)(C)C)=O)(F)F di-tert-butyl ((butane-1,4-diylbis(azanediyl))bis(2,2-difluoropropane-3,1-diyl))dicarbamate